N-((3S,5R,8R,9S,10S,13R,14S,17R)-14-hydroxy-10,13-dimethyl-17-(5-oxo-2,5-dihydrofuran-3-yl)hexadecahydro-1H-cyclopenta[a]phenanthren-3-yl)-3-oxopiperazine-1-carboxamide O[C@]12[C@@H]3CC[C@@H]4C[C@H](CC[C@@]4([C@H]3CC[C@@]2([C@H](CC1)C=1COC(C1)=O)C)C)NC(=O)N1CC(NCC1)=O